C(CCCCCCCCCCCCCCCCC)O 1-octadecyl alcohol